tert-butyl 2-[4-[5-(2-[[(2E)-3-(tetramethyl-1,3,2-dioxaborolan-2-yl)prop-2-en-1-yl]oxy]ethyl)pyridin-2-yl]piperazin-1-yl]acetate CC1(C(OB(O1)/C=C/COCCC=1C=CC(=NC1)N1CCN(CC1)CC(=O)OC(C)(C)C)(C)C)C